C(C)(C)(C)N1CCC(CC1)N1C2=C(N(C(C1=O)=O)C)C=CC(=N2)C#N tert-butyl-4-(6-cyano-1-methyl-2,3-dioxo-2,3-dihydropyrido[2,3-b]pyrazin-4(1H)-yl)piperidine